The molecule is the L-enantiomer of arabinitol. It has a role as a human metabolite, a Saccharomyces cerevisiae metabolite and a mouse metabolite. It is an enantiomer of a D-arabinitol. C([C@@H](C([C@H](CO)O)O)O)O